C(C)(C)(C)OC(N[C@@H]1C[C@H](C1)N(C(CN1N=C(C2=CC(=CC=C12)[N+](=O)[O-])C(N)=O)=O)CC(=O)NCC1=C(C(=CC=C1)Cl)F)=O ((trans)-3-(2-(3-carbamoyl-5-nitro-1H-indazol-1-yl)-N-(2-((3-chloro-2-fluorophenylmethyl)amino)-2-oxoethyl)acetamido)cyclobutyl)carbamic acid tert-butyl ester